BrC1=CC(=C(C=C1)C1N(C(OC1)=O)CC1OCCCC1)C (4-bromo-2-methylphenyl)-3-((tetrahydro-2H-pyran-2-yl)methyl)oxazolidin-2-one